4-({2-[(1-cyanocyclobutyl)methyl]phenyl}amino)-2-[(6-methoxy-2-methyl-1,2,3,4-tetrahydroisoquinolin-7-yl)amino]pyrimidine-5-carboxamide C(#N)C1(CCC1)CC1=C(C=CC=C1)NC1=NC(=NC=C1C(=O)N)NC1=C(C=C2CCN(CC2=C1)C)OC